phospho (phosphate) P(=O)(OP(=O)=O)([O-])[O-]